ClC1=CC(=NC=C1C)N1N=CC(=C1)CCl 4-chloro-2-(4-(chloromethyl)-1H-pyrazol-1-yl)-5-methylpyridine